C(CCCCCCCCC)(=O)O.C(C)(C)(C)OOC(CCCCCC(C)(C)C)=O.ClC1=C(C=CC=C1)CC(=O)NC1=CC(=C(C=C1)N1N=CC(=C1)C(F)(F)F)S(N=CN(C)C)(=O)=O 2-(2-chlorophenyl)-N-(3-{[(dimethylamino)methylene]Sulfamoyl}-4-[4-(trifluoromethyl)-1H-pyrazol-1-yl]Phenyl)acetamide t-butyl-peroxyneodecanate decanate